3-(4-((4-(2,3-dichlorophenyl)piperazin-1-yl)methyl)-1-oxoisoindolin-2-yl)piperidine-2,6-dione ClC1=C(C=CC=C1Cl)N1CCN(CC1)CC1=C2CN(C(C2=CC=C1)=O)C1C(NC(CC1)=O)=O